C(N)(=O)C=1C=C(C=CC1F)C=1C(=CC(=C(C1)NC(=O)C1=CN(C(C=C1C(F)(F)F)=O)C)N1C[C@H](N([C@H](C1)C)C)C)F |r| N-[5-(3-carbamoyl-4-fluorophenyl)-4-fluoro-2-[rac-(3R,5S)-3,4,5-trimethylpiperazin-1-yl]phenyl]-1-methyl-6-oxo-4-(trifluoromethyl)pyridine-3-carboxamide